FC1(CC(N(C1)C(=O)C1=CC(=C2N1CCC1=CC(=C(C=C21)C=2N=NN(N2)C)OC)C2=CC=C(C=C2)F)(C)CO)F [4,4-difluoro-2-(hydroxymethyl)-2-methyl-pyrrolidin-1-yl]-[1-(4-fluorophenyl)-8-methoxy-9-(2-methyltetrazol-5-yl)-5,6-dihydropyrrolo[2,1-a]isoquinolin-3-yl]methanone